FC1=C2C(=CC(=CC2=CC=C1F)B1OC(C(O1)(C)C)(C)C)OCOC 2-(5,6-difluoro-4-(methoxymethoxy)naphthalen-2-yl)-4,4,5,5-tetramethyl-1,3,2-dioxaborolane